(Z)-5-(2-aminothiazol-4-yl)-2-(3-carboxy-2-hydroxybenzyl)-1,1-dihydroxy-8-methyl-4-oxo-7-oxa-3,6-diaza-1-boranon-5-ene-8-carboxylic acid NC=1SC=C(N1)/C(/C(NC(B(O)O)CC1=C(C(=CC=C1)C(=O)O)O)=O)=N/OC(C)(C(=O)O)C